racemic-8-fluoro-5-methoxy-1-[trans-4-(pyridin-2-yloxy)cyclohexyl]-5,6-dihydro-4H-[1,2,4]triazolo[4,3-a][1]benzazepine FC=1C=CC2=C(C[C@H](CC=3N2C(=NN3)[C@@H]3CC[C@H](CC3)OC3=NC=CC=C3)OC)C1 |&1:7|